5-[4-[3,3-Difluoro-4-[(4-methylmorpholin-2-yl)methoxy]pyrrolidin-1-yl]thieno[2,3-d]pyrimidin-6-yl]-1H-pyrimidine-2,4-dione formate salt C(=O)O.FC1(CN(CC1OCC1CN(CCO1)C)C=1C2=C(N=CN1)SC(=C2)C=2C(NC(NC2)=O)=O)F